1-((benzyloxy)carbonyl)pyrrolidine-3-carboxylic acid C(C1=CC=CC=C1)OC(=O)N1CC(CC1)C(=O)O